(-)-2-((5-(2-(1-((3-Amino-3-oxopropyl)(methyl)amino)-4-methylpent-3-yl)-2,6-diazaspiro[3.4]oct-6-yl)-1,2,4-triazin-6-yl)oxy)-N-ethyl-5-fluoro-N-isopropylbenzamide fumarate C(\C=C\C(=O)O)(=O)O.NC(CCN(CCC(C(C)C)N1CC2(C1)CN(CC2)C=2N=CN=NC2OC2=C(C(=O)N(C(C)C)CC)C=C(C=C2)F)C)=O